FC=1C(=C(C=C(C1)C(F)(F)F)C1CCN(CC1)C(=O)C1=NNC=2CNCCC21)C(F)(F)F (4-(3-fluoro-2,5-bis(trifluoromethyl)phenyl)piperidin-1-yl)(4,5,6,7-tetrahydro-1H-pyrazolo[3,4-c]pyridin-3-yl)methanone